C(#N)C1=CC(=C(C=C1)C=1N=CC2=C(N1)CC[NH+](C2)CCC2=C(C1=C(C(OC1)=O)C=C2)C)F 2-(4-cyano-2-fluorophenyl)-6-[2-(4-methyl-1-oxo-1,3-dihydro-2-benzofuran-5-yl)ethyl]-5,6,7,8-tetrahydropyrido[4,3-d]pyrimidin-6-ium